C[C@@H]1N(CCN(C1)C(C=C)=O)C=1C2=C(N(CN1)C1=C(C=CC=C1)C(C)C)N=CC=C2 4-((2S)-2-methyl-4-(2-propenoyl)-1-piperazinyl)-1-(2-(2-propanyl)phenyl)pyrido[2,3-d]pyrimidin